BrC1=C(N=C(S1)Cl)C(=O)OC methyl 5-bromo-2-chlorothiazole-4-carboxylate